N1=NC=C2C1=NC(N=C2)=O 6H-pyrazolo[3,4-d]pyrimidin-6-one